ClC=1C=NC=C(C1C1=NOC(=C1COC12CCC(CC1)(CC2)COC2=CC(=C(C=N2)C(=O)O)C)C2CC2)OC 6-((4-((3-(3-chloro-5-methoxypyridin-4-yl)-5-cyclopropylisoxazol-4-yl)methoxy)bicyclo[2.2.2]oct-1-yl)methoxy)-4-methylpyridine-3-carboxylic acid